CNC(C1=NC=C(C=C1)C1CC(N(CC1)CC=1C=NC=2C(=C(C(NC2C1)=O)C(F)(F)F)C)C)=O N-methyl-5-(2-methyl-1-((8-methyl-6-oxo-7-(trifluoromethyl)-5,6-dihydro-1,5-naphthyridin-3-yl)methyl)piperidin-4-yl)picolinamide